O1C(CCCC1)N1C2=NC=NC(=C2N=C1)C=1C(=NC=CC1)C1(CC(=CC=C1)N)N 1-(3-(9-(tetrahydro-2H-pyran-2-yl)-9H-purin-6-yl)pyridin-2-yl)benzene-1,3-diamine